FC=1C=C(CN2CC(CC2)OC(CCNC=2N=[N+](C3=C([N+]2[O-])C=CC(=C3)OC(F)(F)F)[O-])=O)C=CC1 3-((3-((1-(3-fluorobenzyl)pyrrolidin-3-yl)oxy)-3-oxopropyl)amino)-7-(trifluoromethoxy)benzo[e][1,2,4]triazine-1,4-dioxide